NC=1C=CC(=NC1)N1N=C(C(=C1)C1=CN=C(N1C)C(=O)NC1=CC(=C(C=C1)C(=O)N1C[C@H](CC1)CNC([C@H]1NC[C@@H](C1)O)=O)Cl)C(F)(F)F 5-[1-(5-amino-2-pyridyl)-3-(trifluoromethyl)pyrazol-4-yl]-N-[3-chloro-4-[(3R)-3-[[[(2S,4R)-4-hydroxyprolyl]amino]methyl]pyrrolidine-1-carbonyl]phenyl]-1-methyl-imidazole-2-carboxamide